CC(=CCC[C@@](C)([C@H]1CC[C@@]2([C@@H]1[C@@H](C[C@H]3[C@]2(CC[C@@H]4[C@@]3(CC[C@@H](C4(C)C)O)C)C)O)C)O[C@H]5[C@@H]([C@H]([C@@H]([C@H](O5)CO)O)O)O)C The molecule is a ginsenoside found in Panax species that is dammarane which is substituted by hydroxy groups at the 3beta, 12beta and 20 pro-S positions, in which the hydroxy group at position 20 has been converted to the corresponding beta-D-glucopyranoside, and in which a double bond has been introduced at the 24-25 position. It has a role as a plant metabolite, an antineoplastic agent, a hepatoprotective agent, an anti-allergic agent and an anti-inflammatory agent. It is a beta-D-glucoside, a 12beta-hydroxy steroid, a ginsenoside, a tetracyclic triterpenoid, a 3beta-hydroxy steroid and a 3beta-hydroxy-4,4-dimethylsteroid. It derives from a hydride of a dammarane.